ClC1=CC=NC2=C(C=CC=C12)NC(C)=O N-(4-chloroquinolin-8-yl)acetamide